CC1=NC=CC(=C1C=1C=C2C(=NC1)NC=C2C2=CC=C1C(CC3(CCN(CC3)C)C1=C2)=O)C 6-(5-(2,4-dimethylpyridin-3-yl)-1H-pyrrolo[2,3-b]pyridin-3-yl)-1'-methylspiro[indene-1,4'-piperidin]-3(2H)-one